2-amino-N-((1R,2R)-2-cyanocyclopentyl)-N-((5-cyano-2-pyridinyl)methyl)-7-fluoro-3-methyl-6-quinolinecarboxamide NC1=NC2=CC(=C(C=C2C=C1C)C(=O)N(CC1=NC=C(C=C1)C#N)[C@H]1[C@@H](CCC1)C#N)F